C(C)(C)(C)OC(=O)O[C@@H]1[C@H]([C@H](N(C1)C(=O)OC(C)(C)C)CC1=CC=C(C=C1)C=1SC(=CC1)Cl)O 1-tert-butyl (2R,3S,4S)-4-[(tert-butoxycarbonyl)oxy]-2-{[4-(5-chlorothiophen-2-yl)phenyl]methyl}-3-hydroxypyrrolidine-1-carboxylate